BrC1=C(N)C(=CC(=C1)Br)[N+](=O)[O-] 2,4-dibromo-6-nitroaniline